C(CCCCCCCC(=O)OC1=CC=C(C=C1)CC(OCCC1CCN(CC1)CCSSCCN1CCC(CC1)CCOC(CC1=CC=C(C=C1)OC(CCCCCCCCCC)=O)=O)=O)(=O)OC(CCCCCCCC)CCCCCCCC (heptadecan-9-yl) 9-(4-(2-oxo-2-(2-(1-(2-((2-(4-(2-(2-(4-(undecanoyloxy)phenyl)acetoxy)ethyl)piperidin-1-yl)ethyl)disulfaneyl)ethyl)piperidin-4-yl)ethoxy)ethyl)phenyl) nonanedioate